C1(CCCC1)CC(=O)N1CCC(=CC1)C1=CC=C(C=C1)NC(=O)N1CC=2N=CSC2C1 N-(4-(1-(2-CYCLOPENTYLACETYL)-1,2,3,6-TETRAHYDROPYRIDIN-4-YL)PHENYL)-4,6-DIHYDRO-5H-PYRROLO[3,4-D]THIAZOLE-5-CARBOXAMIDE